N-(2-(4-oxo-6-(trifluoromethyl)benzo[d][1,2,3]triazin-3(4H)-yl)propyl)-2-(trifluoromethyl)Benzamide O=C1C2=C(N=NN1C(CNC(C1=C(C=CC=C1)C(F)(F)F)=O)C)C=CC(=C2)C(F)(F)F